OC1=C(C=CC(=C1)C(F)(F)F)C1=C2C(=C(N=N1)N1C[C@](CC1)(O)C1=CC=CC=C1)N=CC=C2 |r| (R and S)-1-(5-(2-hydroxy-4-(trifluoromethyl)phenyl)pyrido[2,3-d]pyridazin-8-yl)-3-phenylpyrrolidin-3-ol